NC1=C(C=CC=C1OC)OC1=CC2=CC=CC=C2C(C1)=O 2-(2'-amino-3'-methoxyphenyl)-oxynaphthalene-4-one